N-(5-(6-(4-bromo-3-(trifluoromethyl)phenyl)-1-oxo-3,4-dihydroisoquinolin-2(1H)-yl)-2-((2-methoxyethoxy)methoxy)phenyl)methanesulfonamide BrC1=C(C=C(C=C1)C=1C=C2CCN(C(C2=CC1)=O)C=1C=CC(=C(C1)NS(=O)(=O)C)OCOCCOC)C(F)(F)F